3β,7β-dihydroxycholest-5-en-26-oic acid O[C@@H]1CC2=C[C@@H]([C@H]3[C@@H]4CC[C@H]([C@@H](CCCC(C(=O)O)C)C)[C@]4(CC[C@@H]3[C@]2(CC1)C)C)O